BrC=1C=C(C=CC1OC)[C@@]1(OC(C[C@]1(C1=CC=C(C=C1)OC1=CC=CC=C1)C)=O)C#N (2S,3S)-2-(3-bromo-4-methoxyphenyl)-3-methyl-5-oxo-3-(4-phenoxyphenyl)tetrahydrofuran-2-nitrile